[Si](C)(C)(C(C)(C)C)OCCOC=1C=C(C=NC1)/C=C/C(=O)OC(C)(C)C tert-butyl (E)-3-(5-(2-((tert-butyldimethylsilyl)oxy)ethoxy)pyridin-3-yl)acrylate